CN(CCN(C(CCCCCCC(=O)OC)=O)C(CCCCCC(=O)OCC(CCCCCCCC)CCCCCC)CCCCCC(=O)OCC(CCCCCCCC)CCCCCC)C BIS(2-HEXYLDECYL) 7-(N-(2-(DIMETHYLAMINO)ETHYL)-8-METHOXY-8-OXOOCTANAMIDO)TRIDECANEDIOATE